C([2H])([2H])([2H])N(C(C([2H])([2H])C1=CNC2=CC=CC(=C12)OC(C[C@H](CC(C)C)CN)=O)([2H])[2H])C([2H])([2H])[2H].BrC1=CC=C(C=C1)C1=CC=C(C=C1)C12CC3CC(CC(C1)C3)C2 1-(4'-bromo-[1,1'-biphenyl]-4-yl)adamantane 3-(2-(bis(methyl-d3)amino)ethyl-1,1,2,2-d4)-1H-indol-4-yl-(S)-3-(aminomethyl)-5-methylhexanoate